6-(4-acetyl-2-oxo-piperazin-1-yl)-2-[(2R)-3-(3,4-dihydro-1H-isoquinolin-2-yl)-2-hydroxy-propyl]-3,4-dihydroisoquinolin-1-one C(C)(=O)N1CC(N(CC1)C=1C=C2CCN(C(C2=CC1)=O)C[C@@H](CN1CC2=CC=CC=C2CC1)O)=O